(2R,3R,4R,5S)-1-(4-(3,5-dimethyl-1H-pyrazol-4-yl)-2,6-difluorophenethyl)-2-methylpiperidine-3,4,5-triol CC1=NNC(=C1C1=CC(=C(CCN2[C@@H]([C@H]([C@@H]([C@H](C2)O)O)O)C)C(=C1)F)F)C